ClC1=CC(=C(COC2=C(C=CC(=N2)C2=CC(=C(CC3=NC4=C(N3[C@@H]3COCC3(C)C)C=C(C=C4)C(=O)O)C(=C2)F)F)F)C=C1)F (S)-2-(4-(6-((4-chloro-2-fluorobenzyl)oxy)-5-fluoropyridin-2-yl)-2,6-difluorobenzyl)-1-(4,4-dimethyltetrahydrofuran-3-yl)-1H-benzo[d]imidazole-6-carboxylic acid